3,5-di-tert-butyl-4-hydroxybenzonitrile C(C)(C)(C)C=1C=C(C#N)C=C(C1O)C(C)(C)C